COC[C@@H]1NC(N(C1=O)C1CC2(CC(C2)OC2=NC=CC=C2C(=O)N)C1)=O 2-{[(αR)-6-[(4S)-4-(methoxymethyl)-2,5-dioxoimidazolidin-1-yl]spiro-[3.3]heptan-2-yl]-oxy}pyridine-3-carboxamide